[P].[Y].CN1CCN(CC1)CC(=O)N1CC2=CC=C(C=C2CC1)NC1=CC=CC=C1 2-(4-methylpiperazin-1-yl)-1-(6-(phenylamino)-3,4-dihydroisoquinolin-2(1H)-yl)ethan-1-one yttrium phosphorus